NC1CCC(CC1)OC1=CC(C(C#N)(C=C1)[2H])Cl 4-(4-amino-cyclohexyloxy)-2-chloro-benzonitrile-1-d1